NC1=CC(=C(C=C1)N1CC(N(CC1)C)=O)C 4-(4-amino-2-methyl-phenyl)-1-methyl-piperazin-2-one